(E)-ethyl 4-(3-chloro-4-(3-(2-chloropyridin-4-yl)acryloyloxy)phenyl)-6-methyl-2-oxo-1,2,3,4-tetrahydropyrimidine-5-carboxylate ClC=1C=C(C=CC1OC(\C=C\C1=CC(=NC=C1)Cl)=O)C1NC(NC(=C1C(=O)OCC)C)=O